CN1C=NC2=C1C=CC=C2 3-methyl-benzimidazole